C(C)(C)(C)OC(=O)N1C(CC(C1)(C)C)CI 2-(iodomethyl)-4,4-dimethyl-pyrrolidine-1-carboxylic acid tert-butyl ester